The molecule is a mannarate(2-) that is the dianion obtained by the deprotonation of the carboxy groups of D-mannaric acid. It is a conjugate base of a D-mannarate(1-). It is an enantiomer of a L-mannarate(2-). [C@H]([C@@H]([C@@H](C(=O)[O-])O)O)([C@@H](C(=O)[O-])O)O